CC=1C=C2C=C(COC2=C(C1)C)C(=O)O 6,8-dimethyl-2H-chromene-3-carboxylic acid